6-chloro-2-formyl-3-iodo-N-isopropyl-N-methylbenzamide ClC1=CC=C(C(=C1C(=O)N(C)C(C)C)C=O)I